NC=1C=C(C=C(C1)C(F)(F)F)[C@@H](C)NC=1C2=C(N=C(N1)C)N=C(C(=C2)C(=O)N(C)C)N2C(CCC2)=O (R)-4-(1-(3-amino-5-(trifluoromethyl)phenyl)ethylamino)-N,N,2-trimethyl-7-(2-oxopyrrolidin-1-yl)pyrido[2,3-d]pyrimidine-6-carboxamide